CC1=CC(=C2C(N=C(O2)S)=C1C(=O)OCCOCCCC)Br 2-butyloxyethanol methyl-7-bromo-2-mercaptobenzo[d]oxazole-4-carboxylate